N-BOC-4-piperidyl-formaldehyde C(=O)(OC(C)(C)C)N1CCC(CC1)C=O